19-Nor-4-Androstenediol CCC(=O)O[C@@H]1C=C2CC[C@@H]3[C@H](CC[C@]4(C)[C@@H](OC(=O)CC)CC[C@@H]34)C2CC1